CC1(CN(C2=CC=C(C=C12)S(=O)(=O)O)CCCS(=O)(=O)O)C (E)-3,3-dimethyl-5-sulfo-1-(3-sulfopropyl)indolin